1,3-dichloro-7-hydroxyl-9,9-dimethyl-2(9H)-acridone ClC=1C(C(=CC2=NC3=CC=C(C=C3C(C12)(C)C)O)Cl)=O